C(C)(C)(C)C1=CC=C(C(=O)NC(NC2=C(C=C(C=C2)F)F)=S)C=C1 4-(tert-butyl)-N-((2,4-difluorophenyl)thiocarbamoyl)benzamide